N1-(2-(dimethylamino)ethyl)-N1-ethyl-N4-(4-(6-fluoro-1H-indol-3-yl)-5-(trifluoromethyl)pyrimidin-2-yl)benzene-1,2,4-triamine CN(CCN(C=1C(=CC(=CC1)NC1=NC=C(C(=N1)C1=CNC2=CC(=CC=C12)F)C(F)(F)F)N)CC)C